C1(CC1)N1N=CC(=C1)C=1C=C(C=CC1)N(C(=O)[C@@H]1CC[C@H](CC1)C(=O)O)CC12CCC(CC1)(CC2)C2=CC(=C(C=C2)OC)C trans-4-((3-(1-Cyclopropyl-1H-pyrazol-4-yl)phenyl)((4-(4-methoxy-3-methylphenyl)bicyclo[2.2.2]octan-1-yl)methyl)carbamoyl)cyclohexane-carboxylic acid